3-bromo-7,8-dihydro-5H-1,6-naphthyridine-6-carboxylic acid allyl ester C(C=C)OC(=O)N1CC=2C=C(C=NC2CC1)Br